CC1=CC=C(C=C1)S(=O)(=O)OC1=C(C=C(C=C1)C)C1=C(C=CC2=CC=CC=C12)C (-)-4-Methyl-2-(2-methylnaphthalen-1-yl)phenyl 4-methylbenzenesulfonate